FC1=C(C=C(C=C1F)N1N=CC2=CC(=CC=C12)N1CCN(CC1)S(=O)(=O)C1=CC=CC=C1)O 2,3-Difluoro-5-(5-(4-(phenylsulfonyl)piperazin-1-yl)-1H-indazol-1-yl)phenol